C(C)OC(=O)C=1[C@@H](N=C(NC1C)C=1SC=CN1)C1=C(C(=CC=C1)F)C (S)-4-(3-fluoro-2-methylphenyl)-6-methyl-2-(thiazol-2-yl)-1,4-dihydropyrimidine-5-carboxylic acid ethyl ester